4-isopropyl-N-3-pyridinylbenzamide C(C)(C)C1=CC=C(C(=O)NC=2C=NC=CC2)C=C1